ClC=1C(=C(C(=CC1)N1N=NC(=C1)C(F)(F)F)C1=CC(NC=N1)=O)F 6-(3-chloro-2-fluoro-6-(4-(trifluoromethyl)-1H-1,2,3-triazol-1-yl)phenyl)pyrimidin-4(3H)-one